ruthenium (II) mono-tetrabutylammonium salt C(CCC)[N+](CCCC)(CCCC)CCCC.[Ru+2]